Rel-N-((1S,3S)-3-hydroxy-2,3-dihydro-1H-inden-1-yl)-4-(9H-purin-6-yl)-3,4-dihydro-2H-1,4-thiazine-6-carboxamide O[C@H]1C[C@@H](C2=CC=CC=C12)NC(=O)C1=CN(CCS1)C1=C2N=CNC2=NC=N1 |o1:1,3|